N[C@@H](CC(N)=O)C(=O)O (L)-asparagine